FC1=C(C=C(C(=C1O)O)OC)C1=NC2=C(N1C1(COC1)C)C=C(C=C2)C(=O)NCC(F)(F)F 2-(2-fluoro-3,4-dihydroxy-5-methoxyphenyl)-1-(3-methyloxetan-3-yl)-N-(2,2,2-trifluoroethyl)-1H-1,3-benzodiazole-6-carboxamide